copper indium gallium [Ga].[In].[Cu]